C(CCCCCCC\C=C/CCCCCCCC)(=O)N=C=O oleic acid isocyanate